[Ti].CC(C)C(CC(C(C)C)=O)=O (2,6-dimethyl-3,5-heptanedione) titanium